C(C)C1=C(C=O)C=CC(=C1)/C(/C)=N/OCC1=CC(=C(C=C1)C1=CC=CC=C1)C (E)-2-ethyl-4-(1-((2-methyl-[1,1'-biphenyl]-4-yl)methoxy)iminoethyl)benzaldehyde